tert-butyl N-[(3S)-5-oxopyrrolidin-3-yl]carbamate O=C1C[C@@H](CN1)NC(OC(C)(C)C)=O